3-[3-(5-bromo-3-pyridinyl)-6-(2-chlorophenyl)-2,4-dioxo-thieno[3,2-d]pyrimidin-1-yl]propionitrile BrC=1C=C(C=NC1)N1C(N(C2=C(C1=O)SC(=C2)C2=C(C=CC=C2)Cl)CCC#N)=O